trans-t-butyl 3-hydroxycyclobutylcarbamate O[C@@H]1C[C@H](C1)NC(OC(C)(C)C)=O